(4-bromobenzyl)amine hydrochloride Cl.BrC1=CC=C(CN)C=C1